(R)-2-(6-chloro-1-(((2R,4R)-4-(methylsulfonyl)pentan-2-yl)oxy)-2,7-naphthyridin-4-yl)butan-2-ol ClC=1C=C2C(=CN=C(C2=CN1)O[C@H](C)C[C@@H](C)S(=O)(=O)C)[C@@](C)(CC)O